C(C)OC(C1=C(N=C(C=C1)N1CCCCC1)OC)=O.COC=1C(=NC=CC1C1=NN(N=C1)C)NC1=CC(=NC=C1C(CC)=O)NC(=O)C1CC1 N-(4-((3-methoxy-4-(2-methyl-2H-1,2,3-triazol-4-yl)pyridin-2-yl)amino)-5-propionylpyridin-2-yl)cyclopropanecarboxamide ethyl-2-methoxy-6-(piperidin-1-yl)nicotinate